BrC1=CC(=C(C(=C1)Cl)NC(=O)C=1N(N=C(C1)I)C1=NC=CC=C1Cl)C(N)=O N-(4-bromo-2-carbamoyl-6-chloro-phenyl)-2-(3-chloro-2-pyridyl)-5-iodo-pyrazole-3-carboxamide